ClC1=CC=C(OCC(=O)NC2CCC(CC2)C(=O)NN)C=C1 2-(4-chlorophenoxy)-N-((1r,4r)-4-(hydrazinocarbonyl)cyclohexyl)acetamide